S1C(=CC=C1)C1=C(SC=C1)C=1SC=CC1 dithienyl-thiophene